C(CCC)OC(C(=O)[O-])=O monobutyl-oxalate